C12C3C4C5C3C1C5C24.[Pt] platinum cubane